CC1CCC=2C1=NC=CN2 7-methyl-6,7-dihydro-5H-cyclopenta[b]pyrazine